[Pt].ClNCCNCl dichloro(ethylenediamine) platinum